N-methyl-5-(1-methylimidazol-2-yl)-6-[[4-(trifluoromethyl)phenyl]methylamino]pyridine-3-sulfonamide CNS(=O)(=O)C=1C=NC(=C(C1)C=1N(C=CN1)C)NCC1=CC=C(C=C1)C(F)(F)F